2-[4-[5-Amino-4-cyano-1-(2,2,2-trideuterio-1-methylethyl)pyrazol-3-yl]phenyl]propanoic acid NC1=C(C(=NN1C(C([2H])([2H])[2H])C)C1=CC=C(C=C1)C(C(=O)O)C)C#N